(7-(3-methyl-1H-pyrazol-1-yl)-4-(1-methyl-3-phenyl-1H-pyrazol-4-yl)quinazolin-6-yl)propionamide CC1=NN(C=C1)C1=C(C=C2C(=NC=NC2=C1)C=1C(=NN(C1)C)C1=CC=CC=C1)C(C(=O)N)C